CN(C(OC(C)(C)C)=O)CCN(C1=CN=C2N1C=NC(=C2)C=2C=NC=CC2)C tert-butyl methyl(2-(methyl(7-(pyridin-3-yl)imidazo[1,2-c]pyrimidin-3-yl)amino)ethyl)carbamate